CC1=NC2=C(N1)C=C(C=C2)CC2=C(C=C(C=C2F)N2N=C(C(NC2=O)=O)C#N)F 2-(4-((2-methyl-1H-benzo[d]imidazol-6-yl)methyl)-3,5-difluorophenyl)-3,5-dioxo-2,3,4,5-tetrahydro-1,2,4-triazine-6-carbonitrile